2-[1-(trifluoromethyl)cyclopropyl]acetyl chloride FC(C1(CC1)CC(=O)Cl)(F)F